4-[[(1S,2S)-2-[(3R)-3-aminopiperidin-1-yl]-6-chloro-4-methyl-2,3-dihydro-1H-inden-1-yl]oxy]benzene N[C@H]1CN(CCC1)[C@@H]1[C@H](C2=CC(=CC(=C2C1)C)Cl)OC1=CC=CC=C1